water ammonium hydroxide [OH-].[NH4+].O